Cl.CC1C2(CC2)CCNC1 4-methyl-6-azaspiro[2.5]octane hydrochloride